4-chloro-2-cyclobutoxy-5-(4,4,5,5-tetramethyl-1,3,2-dioxaborolan-2-yl)aniline ClC1=CC(=C(N)C=C1B1OC(C(O1)(C)C)(C)C)OC1CCC1